CN(C)N(CCNCCN)CCCO Dimethylaminohydroxypropyldiethylenetriamine